mono(2-ethyl-5-carboxypentyl) Phthalate (mono(2-ethyl-5-carboxypentyl) Phthalate) C(C)C(CC1=C(C(C(=O)O)=CC=C1)C(=O)O)CCCC(=O)O.C(C=1C(C(=O)O)=CC=CC1)(=O)OCC(CCCC(=O)O)CC